NC1=C(C=C(C=N1)C=1C=C2N(N1)CCC21CN(C1)C(=O)NCC=1C=NC=CC1)C(F)(F)F 2'-[6-amino-5-(trifluoromethyl)pyridin-3-yl]-N-[(pyridin-3-yl)methyl]-5',6'-dihydrospiro[azetidine-3,4'-pyrrolo[1,2-b]pyrazole]-1-carboxamide